CC1=CC=C(C=C1)S(=O)(=O)O.C1N(CC2=C1CNC2)C(=O)OC(C)(C)C tert-butyl 3,4,5,6-tetrahydropyrrolo[3,4-c]pyrrole-2(1H)-carboxylate 4-methylbenzenesulfonate